C[N+](=C1NCN=C(N1)N)CC(=O)[O-] DIHYDROTRIAZINE